C(C1=CC=CC=C1)C1=CC=C(OC2C(COC2)NS(=O)(=O)C(C)C)C=C1 Propane-2-sulfonic acid [4-(4-benzyl-phenoxy)-tetrahydro-furan-3-yl]-amide